BrC1=CC(=C(C2=CC=CC=C12)N)I 4-Bromo-2-iodonaphthalen-1-amine